11'-(5-chloro-2,4-difluorophenyl)-8'-((3S,5R)-3,5-dimethylpiperazin-1-yl)-10'-(trifluoromethyl)-2'H,4'H,6'H-spiro[cyclobutane-1,3'-[1,4]thiazepino[2,3,4-ij]quinazoline]-3,6'-dione ClC=1C(=CC(=C(C1)C1=C(C=C2C(=NC(N3C2=C1SCC1(C3)CC(C1)=O)=O)N1C[C@@H](N[C@@H](C1)C)C)C(F)(F)F)F)F